(S)-Methyl-(5-((2-amino-2,4-dimethylpent-4-en-1-yl)oxy)-6-methyl-(2,4'-bipyridine)-2'-yl)-carbamate COC(NC1=NC=CC(=C1)C1=NC(=C(C=C1)OC[C@@](CC(=C)C)(C)N)C)=O